4-amino-7-fluoro-3-methyl-N-(1-methyl-1H-pyrazol-4-yl)-N-((5-(trifluoromethyl)-2-pyridinyl)methyl)-3H-pyrazolo[3,4-c]quinoline-8-carboxamide NC1=NC=2C=C(C(=CC2C2=C1N(N=C2)C)C(=O)N(CC2=NC=C(C=C2)C(F)(F)F)C=2C=NN(C2)C)F